3-[2-(3,4-difluoro-phenyl)-pyrimidin-5-yl]-8-dimethylamino-8-phenyl-1,3-diazaspiro[4.5]decan-2-one FC=1C=C(C=CC1F)C1=NC=C(C=N1)N1C(NC2(C1)CCC(CC2)(C2=CC=CC=C2)N(C)C)=O